N1(N=CC=C1)CC1=CC(=C(C(=O)O)C=C1OC)OC 4-((1H-pyrazol-1-yl)methyl)-2,5-dimethoxybenzoic acid